F[C@@H]1CN(CC[C@@H]1OC)C1=NC=CC(=N1)NC=1N=CC2=C(C=CC(=C2C1)C(C)(C)NC(C=C)=O)N1[C@@H]([C@H](C1)CS(=O)(=O)C)C N-(2-(3-((2-((3R,4S)-3-fluoro-4-methoxypiperidin-1-yl)pyrimidin-4-yl)amino)-8-((2R,3S)-2-methyl-3-((methylsulfonyl)methyl)azetidin-1-yl)isoquinolin-5-yl)propan-2-yl)acrylamide